1-[({4-[N-(3-bromo-4-fluorophenyl)-N'-hydroxycarbamimidoyl]-1,2,5-oxadiazol-3-yl}sulfanyl)methyl]-N-methylcyclopropanecarboxamide BrC=1C=C(C=CC1F)NC(=NO)C=1C(=NON1)SCC1(CC1)C(=O)NC